OCCCOC1=C(C#N)C=CC(=C1)C1=C(N=CS1)C 2-(3-hydroxypropoxy)-4-(4-methylthiazol-5-yl)benzonitrile